C(C)(C)(C)OC(=O)N[C@@H](C)C1=CC=C(C=C1)C1=C(N=CS1)C(=O)OCC ethyl (S)-5-(4-(1-((tert-butoxycarbonyl)amino)ethyl)phenyl)thiazole-4-carboxylate